ClC=1C=CC=C2C(C=C(OC12)C1=C(OCC(CN2C[C@H](CC2)C(=O)OC)O)C=C(C=C1)C(F)(F)F)=O methyl (3S)-1-[3-[2-(8-chloro-4-oxo-chromen-2-yl)-5-(trifluoromethyl)phenoxy]-2-hydroxy-propyl]pyrrolidine-3-carboxylate